3-(ethylthio)propan-1-ol Methyl-(E)-10,10,10-trifluorodec-8-enoate CC(C(=O)OCCCSCC)CCCCC\C=C\C(F)(F)F